CN1C2=CC(=CC=C2OC=2C=CC(=CC12)C=1C=CC(=C(C1)O)F)C=1C=CC(=C(C1)O)F 5,5'-(10-methyl-10H-phenoxazine-2,8-diyl)-bis-(2-fluorophenol)